N-[6-(5-chloro-1,3-benzoxazol-2-yl)spiro[3.3]heptan-2-yl]-5-isobutylsulfinyl-furan-2-carboxamide ClC=1C=CC2=C(N=C(O2)C2CC3(CC(C3)NC(=O)C=3OC(=CC3)S(=O)CC(C)C)C2)C1